C1(CCCCC1)C1=NC2=CC=C(C=C2C(N1C(COC)C)=O)[N+](=O)[O-] 2-cyclohexyl-3-(1-methoxypropan-2-yl)-6-nitroquinazolin-4(3H)-one